(3,3-difluoroazetidin-1-yl)-2-nitrobenzoic acid ethyl ester C(C)OC(C1=C(C(=CC=C1)N1CC(C1)(F)F)[N+](=O)[O-])=O